3-(2-(3-Chlorophenyl)-3-oxoindolin-2-yl)-4-hydroxy-1-methylpyrrolidine-2,5-dione ClC=1C=C(C=CC1)C1(NC2=CC=CC=C2C1=O)C1C(N(C(C1O)=O)C)=O